FC1(CC(C1)C(=O)C1=C(C=2C(=NC(=CC2)C2=CC=3C(N=C2)=NN(C3)C)S1)NC(OC(C)(C)C)=O)F tert-butyl (2-(3,3-difluorocyclobutane-1-carbonyl)-6-(2-methyl-2H-pyrazolo[3,4-b]pyridin-5-yl)thieno[2,3-b]pyridin-3-yl)carbamate